(3RS,4RS)-4-((4-((S)-3-(4-(trifluoromethyl)phenyl)morpholino)-7H-pyrrolo[2,3-d]pyrimidin-7-yl)methyl)piperidin-3-ol FC(C1=CC=C(C=C1)[C@H]1COCCN1C=1C2=C(N=CN1)N(C=C2)C[C@@H]2[C@H](CNCC2)O)(F)F |&1:24,25|